4-(4-formyl-1-piperidyl)benzamide C(=O)C1CCN(CC1)C1=CC=C(C(=O)N)C=C1